CC1=CC(=NN1C1=CC=C(C=C1)C(C)(C)C1=CC=C(C=C1)C1=CC=NC=C1)C(=O)N 5-methyl-1-(4-(2-(4-(pyridin-4-yl)phenyl)propan-2-yl)phenyl)-1H-pyrazole-3-carboxamide